C(C)(C)(C)N(CCO)CCO tertbutyldiethanolamine